5-(3-((tertbutyldimethylsilyl)oxy)pyrrolidin-1-yl)-2-morpholino-6-nitrooxazolo[4,5-b]pyridine C(C)(C)(C)[Si](OC1CN(CC1)C1=C(C=C2C(=N1)N=C(O2)N2CCOCC2)[N+](=O)[O-])(C)C